3-bromo-9,10-diphenylacenaphtho[1,2-g]quinoxaline BrC1=C2C=CC=C3C2=C(C=C1)C1=CC=2N=C(C(=NC2C=C13)C1=CC=CC=C1)C1=CC=CC=C1